N-[(1S)-1-[6-(1-isopropyl-6-oxo-3-pyridyl)indan-1-yl]-2-[4-(3-methylimidazol-4-yl)anilino]-2-oxo-ethyl]-2-methyl-pyrazole-3-carboxamide C(C)(C)N1C=C(C=CC1=O)C1=CC=C2CCC(C2=C1)[C@@H](C(=O)NC1=CC=C(C=C1)C=1N(C=NC1)C)NC(=O)C=1N(N=CC1)C